(R)-4-(2-hydroxy-3-(1H-1,2,3-triazol-1-yl)propoxy)benzoic acid O[C@@H](COC1=CC=C(C(=O)O)C=C1)CN1N=NC=C1